(2S)-N-[(1S)-1-cyano-2-[(3S)-2-oxopyrrolidin-3-yl]ethyl]-3-cyclopropyl-2-[(5S)-1-oxo-2,6-diazaspiro[4.5]decan-2-yl]propanamide C(#N)[C@H](C[C@H]1C(NCC1)=O)NC([C@H](CC1CC1)N1C([C@]2(CC1)NCCCC2)=O)=O